BrC1=C(N=C(C=2N=C(N=CC21)S(=O)(=O)C)NC(C)C)C(F)F 5-bromo-6-(difluoromethyl)-N-isopropyl-2-(methylsulfonyl)pyrido[3,4-d]pyrimidin-8-amine